FC(N1N=CC(=C1)C=1N=CC(=C2C=CN=CC12)C(C)C)F 8-(1-(difluoromethyl)-1H-pyrazol-4-yl)-5-isopropyl-2,7-naphthyridin